4-methoxymethyl-1-methylcyclohexene COCC1CC=C(CC1)C